C12(CC(C1)C2)C2=C(OC1=C(C=C(C=C1)C1C=3C(NC(C1)=O)=NNC3)OC)C=CC=C2 4-[4-(2-{bicyclo[1.1.1]pent-1-yl}phenoxy)-3-methoxyphenyl]-2H,4H,5H,6H,7H-pyrazolo[3,4-b]pyridin-6-one